CC=1NC(=C(C1C(=O)OCC)C1=CC=CC=C1)C ethyl 2,5-dimethyl-4-phenyl-1H-pyrrole-3-carboxylate